propyl-trioxysilane isocyanate [N-]=C=O.C(CC)OOO[SiH3]